C1(=CC=CC=C1)C=1N(C(=C(N1)CC1=CC=CC=C1)O)C 2-phenyl-4-benzyl-5-hydroxy(methyl)imidazole